5-chloro-4-(4-(difluoromethyl)indolin-1-yl)pyrimidin ClC=1C(=NC=NC1)N1CCC2=C(C=CC=C12)C(F)F